(trimethylsilyloxy)cyclohexene C[Si](OC1=CCCCC1)(C)C